((3-(difluoro(4-iodophenyl)methyl)-1,2,4-oxadiazol-5-yl)methyl)acrylic acid FC(C1=NOC(=N1)CC(C(=O)O)=C)(C1=CC=C(C=C1)I)F